5-(chloromethyl)furo[3,2-b]pyridine ClCC1=CC=C2C(=N1)C=CO2